FC=1C=C2C(C(=CN3C2=C(C1F)OCC3C)CN([C@@H]3CN(CCC3)C=3C=NC=CC3)CC3=CC(=NC=C3)OC)=O 9,10-difluoro-6-((((2-methoxypyridin-4-yl)methyl)((S)-1-(pyridin-3-yl)piperidin-3-yl)amino)methyl)-3-methyl-2H-[1,4]oxazino[2,3,4-ij]quinolin-7(3H)-one